2-(((cis-4-(aminomethyl)-4-fluorocyclohexyl)thio)methyl)-7-(cyclopentylamino)-5-fluoroquinazolin-4(3H)-one NCC1(CCC(CC1)SCC1=NC2=CC(=CC(=C2C(N1)=O)F)NC1CCCC1)F